(Z)-3-(bicyclo[4.2.0]octa-1(6),2,4-trien-3-yl)acrylic Acid C1=2C=C(C=CC2CC1)\C=C/C(=O)O